N(=C=O)CC1=CC=C(C=C1)CN=C=O 1,4-Bis(isocyanatomethyl)benzen